C12(CC3CC(CC(C1)C3)C2)CC(=O)N2C[C@H]3OC=1C=C(N=C(NS(C4=CC=CC(C(N(CC2)C3)=O)=C4)(=O)=O)N1)C1=C(C=CC=C1C)C (16R)-18-[2-(adamantan-1-yl)acetyl]-12-(2,6-dimethylphenyl)-15-oxa-8λ6-thia-1,9,11,18,22-pentaazatetracyclo[14.4.1.13,7.110,14]tricosa-3(23),4,6,10,12,14(22)-hexaene-2,8,8-trione